C1(=CC=CC=2C3=CC=CC=C3C=CC12)C1=C(C2=CC=CC=C2C=C1)C1=C(C=CC=C1)C1=CC=CC=2C3=CC=CC=C3C=CC12 (phenanthreneylnaphthalenyl)(phenanthreneyl)benzene